di(1-propylpentyl)phosphinic acid C(CC)C(CCCC)P(O)(=O)C(CCCC)CCC